2-(benzyloxy)-6-hydroxy-1-naphthaldehyde C(C1=CC=CC=C1)OC1=C(C2=CC=C(C=C2C=C1)O)C=O